3-(chloromethyl)-3-ethyl-oxetane ClCC1(COC1)CC